3-Chloro-4-((3,5-difluoropyridin-2-yl)methoxy)-2'-(2-(2-hydroxypropan-2-yl)thiazol-4-yl)-5',6-dimethyl-2H-[1,4'-bipyridin]-2-one ClC=1C(N(C(=CC1OCC1=NC=C(C=C1F)F)C)C1=CC(=NC=C1C)C=1N=C(SC1)C(C)(C)O)=O